(3R)-1-[2-(2-chlorophenyl)-3-(4-chlorophenyl)-5-[methyl-[3-(methylamino)-3-oxo-propyl]amino]pyrazolo[1,5-a]pyrimidin-7-yl]piperidine-3-carboxamide ClC1=C(C=CC=C1)C1=NN2C(N=C(C=C2N2C[C@@H](CCC2)C(=O)N)N(CCC(=O)NC)C)=C1C1=CC=C(C=C1)Cl